C(#N)C=1C=C(C(=C(C1)F)[N+](=O)[O-])F 5-cyano-1,3-difluoro-2-nitrobenzene